2-oxo-2,3-dihydro-1H-benzo[d]imidazole-5-carboxylate O=C1NC2=C(N1)C=CC(=C2)C(=O)[O-]